OC=1C(=C(C=O)C=C(C1)O)OCC 3,5-dihydroxyethoxybenzaldehyde